BrC1=CC2=C(NC(C(CN2)N2C[C@@H](O[C@@H](C2)C)C)=O)N=C1 8-bromo-3-((2S,6R)-2,6-dimethylmorpholino)-2,3-dihydro-1H-pyrido[2,3-b][1,4]diazepin-4(5H)-one